ClC=1C(=C(C=CC1)N1CCN(CC1)C(CN1N=C(C=2CCCCC12)C(=O)N1C[C@@H]([C@@H](CC1)O)F)=O)C 1-(4-(3-Chloro-2-methylphenyl)piperazin-1-yl)-2-(3-((3S,4R)-3-fluoro-4-hydroxypiperidin-1-carbonyl)-4,5,6,7-tetrahydro-1H-indazol-1-yl)ethanon